N/C(=C(/C(=O)O)\N)/C(=O)O diaminomaleic acid